p-benzyl-styrene Piperazine-1,2-dicarboxylate N1(C(CNCC1)C(=O)O)C(=O)O.C(C1=CC=CC=C1)C1=CC=C(C=C)C=C1